ethyl 5-bromo-6-(bromomethyl)-2-(3,4-dichlorophenyl)-1-ethyl-4-oxo-pyridine-3-carboxylate BrC=1C(C(=C(N(C1CBr)CC)C1=CC(=C(C=C1)Cl)Cl)C(=O)OCC)=O